methyl 3-oxo-2-pentylcyclopentanate acetate C(C)(=O)O.O=C1C(C(CC1)C(=O)OC)CCCCC